OC1=C(C=C2C=C(COC2=C1)CCC(=C)C)CCCO 7-hydroxy-6-(3-hydroxypropyl)-3-isopentenyl-2H-chromene